N-methyl-6-oxo-1,6-dihydropyridine-3-carboxamide CNC(=O)C1=CNC(C=C1)=O